ClC1=C(C(=C(C=C1OC)OC)Cl)N1CC2=C(N=C(N=C2)N[C@@H]2COCC[C@@H]2NC(C=C)=O)C2=C1N=CC=N2 N-((3S,4S)-3-((6-(2,6-dichloro-3,5-dimethoxyphenyl)-5,6-dihydropyrazino[2',3':5,6]pyrido[4,3-d]pyrimidin-2-yl)amino)tetrahydro-2H-pyran-4-yl)acrylamide